4-((5-bromothiophen-2-yl)methylene)-2-(thiophen-2-yl)oxazol-5(4H)-one BrC1=CC=C(S1)C=C1N=C(OC1=O)C=1SC=CC1